C1(CC1)NC=1C(=CC=C(C1)F)N N1-cyclopropyl-5-fluorobenzene-1,2-diamine